FC(CN1N=CC=2C1=NC(=CN2)N2CCC1(CC(N(C1)CC=1C=NC=C(C1)C(F)(F)F)=O)CC2)F 8-[1-(2,2-difluoroethyl)-1H-pyrazolo[3,4-b]pyrazin-6-yl]-2-{[5-(trifluoromethyl)pyridin-3-yl]methyl}-2,8-diazaspiro[4.5]decan-3-one